(R)-5-(1-amino-3-methylbutyl)thiophene-3-carboxamidine hydrochloride Cl.N[C@H](CC(C)C)C1=CC(=CS1)C(=N)N